4-(2-iodo-3-((2-(trimethylsilyl)ethoxy)methyl)-3H-imidazo[4,5-b]pyridin-5-yl)morpholine IC1=NC=2C(=NC(=CC2)N2CCOCC2)N1COCC[Si](C)(C)C